4-bromo-3-chloro-5-(methylthio)pyridine BrC1=C(C=NC=C1SC)Cl